5-Methyl-DL-tryptophan CC1=CC=C2NC=C(C[C@H](N)C(=O)O)C2=C1 |r|